N1CCC(CC1)C1=CN=C(S1)NC(C)=O N-[5-(piperidin-4-yl)-1,3-thiazol-2-yl]acetamide